C12(C3C4C5C3C1C5C24)NC(C2=C(C=C(C=C2)F)S(=O)(=O)C)=O N-(cuban-1-yl)-4-fluoro-2-(methylsulfonyl)benzamide